(propionyloxy)methyl 4-((4'-(piperidin-1-yl)-[1,1'-biphenyl]-4-yl)thio)-1H-1,2,3-triazole-5-carboxylate 2,2,2-trifluoroacetate FC(C(=O)O)(F)F.N1(CCCCC1)C1=CC=C(C=C1)C1=CC=C(C=C1)SC=1N=NNC1C(=O)OCOC(CC)=O